CC1(OB(OC1(C)C)C1=CC2=C(C(=CO2)C2C(NC(CC2)=O)=O)C=C1)C 3-[6-(4,4,5,5-tetramethyl-1,3,2-dioxaborolan-2-yl)benzofuran-3-yl]piperidine-2,6-dione